C(C)(C)C1=C(NC2=CC=C(C=C12)C1CCN(CC1)CC(=O)N(C)C)C1=CC(=NC=C1)OC 2-(4-(3-isopropyl-2-(2-methoxypyridin-4-yl)-1H-indol-5-yl)piperidin-1-yl)-N,N-dimethylacetamide